BrC1=CN=C(N1C)[C@@H](CC)N(C)C (R)-1-(5-bromo-1-methyl-1H-imidazol-2-yl)-N,N-dimethyl-propan-1-amine